ClC1=CC=2N(C=C1C1=NN=NN1)C(=C(N2)C(O)(C2=CC=CC=C2)C2=CC=CC=C2)CC [7-Chloro-3-ethyl-6-(1H-tetrazol-5-yl)-imidazo[1,2-a]pyridin-2-yl]-diphenyl-methanol